(2S,4R)-1-[(2S)-2-amino-3,3-dimethylbutyryl]-N-[(1S)-1-(4-cyanophenyl)ethyl]-4-hydroxypyrrolidine-2-carboxamide hydrochloride Cl.N[C@H](C(=O)N1[C@@H](C[C@H](C1)O)C(=O)N[C@@H](C)C1=CC=C(C=C1)C#N)C(C)(C)C